2-chloro-4-(cyclobutyl)pyrimidine ClC1=NC=CC(=N1)C1CCC1